BrC1=NC(=CC=C1NC(C(F)(F)F)=O)Cl N-(2-bromo-6-chloro-3-pyridyl)-2,2,2-trifluoro-acetamide